(S)-6-(((1-(tert-butyl)-1H-1,2,3-triazol-4-yl)(oxazol-4-yl)methyl)amino)-8-chloro-4-((3-chloro-4-fluorophenyl)amino)quinoline-3-carbonitrile C(C)(C)(C)N1N=NC(=C1)[C@H](C=1N=COC1)NC=1C=C2C(=C(C=NC2=C(C1)Cl)C#N)NC1=CC(=C(C=C1)F)Cl